2-cyclopropyl-4-(cyclopropylmethyl)-4H-pyrrolo[2,3-d]thiazole-5-carbaldehyde C1(CC1)C=1SC2=C(N1)N(C(=C2)C=O)CC2CC2